ethyl 5-[3-(3,5-dimethylisoxazol-4-yl)pyrazolo[1,5-a]pyridin-5-yl]furan-3-carboxylate CC1=NOC(=C1C=1C=NN2C1C=C(C=C2)C2=CC(=CO2)C(=O)OCC)C